C1=CC=CC=2C3=CC=CC=C3N(C12)C1=CC=2C(C3=CC(=CC=C3C2C=C1)N1C2=CC=CC=C2C=2C=CC=CC12)(C)C 2,7-bis(9-carbazolyl)-9,9-dimethylfluorene